2-(2-chlorophenyl)-2-methylamino-cyclohexan-1-one ClC1=C(C=CC=C1)C1(C(CCCC1)=O)NC